OCC(CO)ON=C1CN(C1)C1=CC(=C2C(C(=CN(C2=N1)C=1SC=CN1)C(=O)O)=O)C 7-(3-{[(1,3-dihydroxypropan-2-yl)oxy]imino}azetidin-1-yl)-5-methyl-4-oxo-1-(1,3-thiazol-2-yl)-1,4-dihydro-1,8-naphthyridine-3-carboxylic acid